4-bromo-5-[[(3R,5R)-5-[4-(hydroxymethyl)phenyl]-1-methyl-3-piperidyl]amino]-2-methyl-pyridazin-3-one BrC=1C(N(N=CC1N[C@H]1CN(C[C@H](C1)C1=CC=C(C=C1)CO)C)C)=O